O1C(=O)C(=CC2=CC=CC=C12)C#N Coumarin-3-carbonitrile